1,3-dihydroindolo[3,2-c]carbazole C1C2=C3C=4C(=CC=C3NC2=CCC1)C1=CC=CC=C1N4